(3E)-18,18-dimethoxy-3-octadecen-1-ol COC(CCCCCCCCCCCCC/C=C/CCO)OC